C(=O)NC=1C(=NC=2CCN(CC2C1)C(=O)OC(C)(C)C)C tert-butyl 3-formamido-2-methyl-7,8-dihydro-1,6-naphthyridine-6(5H)-carboxylate